CCCCCCCCCCCCCO 13-tridecanol